4-(1-((6-chloro-3-nitropyridin-2-yl)amino)ethyl)tetrahydro-2H-pyran-4-ol ClC1=CC=C(C(=N1)NC(C)C1(CCOCC1)O)[N+](=O)[O-]